N-(5-(5-(((1R,5S,7s)-3-oxa-9-azabicyclo[3.3.1]nonan-7-yl)oxy)-2-methylpyridin-4-yl)pyrazolo[1,5-a]pyridin-2-yl)cyclopropanecarboxamide [C@H]12COC[C@H](CC(C1)OC=1C(=CC(=NC1)C)C1=CC=3N(C=C1)N=C(C3)NC(=O)C3CC3)N2